FC(C=1C(=NC=NC1)N)(F)F 5-(trifluoromethyl)pyrimidin-4-amine